7-((5-bromopyrrolo[2,1-f][1,2,4]triazin-2-yl)amino)-2-azaspiro[3.5]nonane-2-carboxylic acid tert-butyl ester C(C)(C)(C)OC(=O)N1CC2(C1)CCC(CC2)NC2=NN1C(C=N2)=C(C=C1)Br